C1(CC1)[C@@]1(NC(NC1=O)=O)CNC(=O)C=1C(=CC=CC1)C1=CC=C(C=C1)C(F)F N-{[(4R)-4-cyclopropyl-2,5-dioxoimidazolidin-4-yl]methyl}-4'-(difluoromethyl)[biphenyl]-2-carboxamide